5-(1-(2-chloro-6-fluorophenyl)ethoxy)-N-((R,E)-4-(methylsulfonyl)but-3-en-2-yl)pyrimidine-2-carboxamide ClC1=C(C(=CC=C1)F)C(C)OC=1C=NC(=NC1)C(=O)N[C@H](C)\C=C\S(=O)(=O)C